magnesium Sulfur cyclopentapyrenyl methacrylate C(C(=C)C)(=O)OC1C=CC=2C=CC=3C=CC=C4C=5C(=C1C2C43)C=CC5.[S].[Mg]